O.Cl.Cl.CC=1N2C(SC1)=NC(=C2)CN (3-methylimidazo[2,1-b]thiazol-6-yl)methylamine dihydrochloride hydrate